(2S)-2-[4-chloro-2-(4-butoxy-4,5-dihydroisoxazol-3-yl)phenoxy]propionic acid methyl ester COC([C@H](C)OC1=C(C=C(C=C1)Cl)C1=NOCC1OCCCC)=O